6-[(3S,4S)-4-methyl-1-(pyrimidin-2-ylmethyl)pyrrolidin-3-yl]-3-tetrahydropyran-4-yl-7H-imidazo[1,5-a]Pyrazin C[C@H]1[C@@H](CN(C1)CC1=NC=CC=N1)C=1NC=C2N(C1)C(N=C2)C2CCOCC2